C1(CC1)C1=CC(=CC(=N1)N1C(C2=C(C(=C1)C(F)(F)F)C(=CN2)C#N)=O)C2=C(C=C(C=C2)F)C2=NN=CN2C(F)F 6-[6-cyclopropyl-4-[2-[4-(difluoromethyl)-1,2,4-triazol-3-yl]-4-fluorophenyl]pyridin-2-yl]-7-oxo-4-(trifluoromethyl)-1H-pyrrolo[2,3-c]pyridine-3-carbonitrile